C(C)(C)(C)OC(=O)\N=C/1\N(C(CC(N1)(CC)CC)=O)[C@@H]([C@@H]1[C@H](C1)C(=O)OCC)C=1C=NC=CC1 (1S,2S)-ethyl 2-((S)-((E)-2-((tert-butoxycarbonyl)imino)-4,4-diethyl-6-oxotetrahydropyrimidin-1(2H)-yl)(pyridin-3-yl)methyl)cyclopropanecarboxylate